2-methyl-7-(tetrahydrofuran-3-yl)-3,6,7,8-tetrahydro-4H-pyrrolo[3,4-g]quinazolin-4-one CC1=NC2=CC3=C(C=C2C(N1)=O)CN(C3)C3COCC3